(S)-N-(2,6-dimethylpyrimidin-4-yl)-5-[2-methyl-4-(8-oxaspiro[4.4]nonan-7-ylmethoxy)pyrazol-3-yl]pyrazolo[1,5-a]pyridin-2-amine CC1=NC(=CC(=N1)NC1=NN2C(C=C(C=C2)C=2N(N=CC2OC[C@@H]2CC3(CCCC3)CO2)C)=C1)C